CC(OC(=O)OCC)C ethyl 3-methyl-2-oxabutanoate